C1(CC1)N1CCC(CC1)NC=1C2=CC=CC=C2N=C2C=C(C(=CC12)OC)C#N 9-[(1-cyclopropylpiperidin-4-yl)amino]-2-methoxyacridine-3-carbonitrile